(tert-butyl)-1H,3H-isochromeno[6,5,4-mna]Xanthene-1,3-dione C(C)(C)(C)C1=C2C=3C4=C(C5=CC=CC=C5OC4=C1)C=CC3C(OC2=O)=O